CC=1C=CC(=NC1)CN1N=C2C3=C(CC4(C2=C1)CCC4)OC(=C3C(F)(F)F)C(=O)OCC ethyl 2'-[(5-methylpyridin-2-yl)methyl]-8'-(trifluoromethyl)-2',5'-dihydrospiro[cyclobutane-1,4'-furo[2,3-g]indazole]-7'-carboxylate